4-(4-(2,6-dichlorobenzamido)-1H-pyrazole-3-carboxamido)piperidine-1-methanephosphonic acid disodium salt [Na+].[Na+].ClC1=C(C(=O)NC=2C(=NNC2)C(=O)NC2CCN(CC2)CP([O-])(=O)[O-])C(=CC=C1)Cl